Ethyl 3-[4-amino-3-[4-[[(2-methoxybenzoyl)amino]methyl]phenyl]pyrazolo[3,4-d]pyrimidin-1-yl]cyclohexanecarboxylate NC1=C2C(=NC=N1)N(N=C2C2=CC=C(C=C2)CNC(C2=C(C=CC=C2)OC)=O)C2CC(CCC2)C(=O)OCC